S(=O)(=O)(O)CC(C(=O)N)=C(CCC[NH+](C)C)CCCO Sulfohydroxypropyldimethylammoniopropylmethacrylamid